C1(CCCCC1)C(C)NCC1(CN(C1)C(=O)C1=C(C(=C(C=C1)F)F)NC1=C(C=C(C=C1)I)F)O 3-{[(1-cyclohexylethyl)amino]methyl}-1-({3,4-difluoro-2-[(2-fluoro-4-iodophenyl)amino]phenyl}carbonyl)azetidin-3-ol